2β-propanoyl-3β-(2-naphthyl)-tropane C(CC)(=O)[C@@H]1[C@H]2CC[C@@H](C[C@@H]1C1=CC3=CC=CC=C3C=C1)N2C